14Z,17Z-Eicosatrienoic Acid C(C=CC=CC=CCCCCCCCCCCCCC)(=O)O